(2'-hydroxyethyl)-3-hydroxyphenylphosphinylpropane OCCC(CC)P(=O)C1=CC(=CC=C1)O